2,4,6-tris(pyridyl)-1,3,5-triazine N1=C(C=CC=C1)C1=NC(=NC(=N1)C1=NC=CC=C1)C1=NC=CC=C1